N-cyclohexyl-1-(3-fluoro-4-{6-methoxy-7-[3-(4-methyl-1-piperidinyl)propoxy]quinolin-4-yloxy}phenyl)-4-methyl-6-oxo-1,6-dihydropyridazine-3-carboxamide C1(CCCCC1)NC(=O)C1=NN(C(C=C1C)=O)C1=CC(=C(C=C1)OC1=CC=NC2=CC(=C(C=C12)OC)OCCCN1CCC(CC1)C)F